FC1=C(C(=O)NC2=C(C(=O)NCCCN3CCOCC3)C=C(C(=C2)OC)OC)C=CC=C1 2-(2-fluorobenzamido)-4,5-dimethoxy-N-(3-morpholinopropyl)benzamide